8-((2-chloropyrimidin-5-yl)methyl)-3-(2,4-difluorophenyl)pyrido[2,3-d]pyrimidine-2,4(3H,8H)-dione ClC1=NC=C(C=N1)CN1C=CC=C2C1=NC(N(C2=O)C2=C(C=C(C=C2)F)F)=O